7-(3-oxabicyclo[3.1.0]hexan-6-ylethynyl)-N-(3,4-dichloro-2-fluorophenyl)-6-nitroquinazolin-4-amine C12COCC2C1C#CC1=C(C=C2C(=NC=NC2=C1)NC1=C(C(=C(C=C1)Cl)Cl)F)[N+](=O)[O-]